2-[4-[3-(2,4-Dimethoxyphenyl)-3-oxoprop-1-enyl]phenoxy]acetic acid COC1=C(C=CC(=C1)OC)C(C=CC1=CC=C(OCC(=O)O)C=C1)=O